C(C)(C)(C)OC(=O)N1[C@@H](CCC1)C=1C=C(C=C2CCN(CC12)C(=O)C=1C=NN(C1)C(F)F)C=1C=C2C(=NC1)NC=C2C (S)-2-[2-(1-(Difluoromethyl)-1H-pyrazole-4-carbonyl)-6-(3-methyl-1H-pyrrolo[2,3-b]pyridine-5-yl)-1,2,3,4-tetrahydroisoquinolin-8-yl]pyrrolidine-1-carboxylic acid tert-butyl ester